dimethoxydiethoxytitanium CO[Ti](OCC)(OCC)OC